2-chloro-7-methyl-9-(2-oxaspiro[3.5]nonan-7-yl)-7,9-dihydro-8H-purin-8-one ClC1=NC=C2N(C(N(C2=N1)C1CCC2(COC2)CC1)=O)C